(2-fluoro-4-methoxy-5-(prop-2-yn-1-ylamino)phenyl)dimethylphosphine oxide FC1=C(C=C(C(=C1)OC)NCC#C)P(C)(C)=O